C(C1=CC=CC=C1)OC1=C2C(=C(N(C2=CC=C1)C1=CC=C(C=C1)F)C(CCOC)(C)C)C1=CC=C(C(=O)OC)C=C1 Methyl 4-[4-benzyloxy-1-(4-fluorophenyl)-2-(3-methoxy-1,1-dimethyl-propyl)indol-3-yl]benzoate